BrC=1C(=NN2C1CCC[C@H]2C)C2=CC=C(C=C2)F |r| Racemic-3-Bromo-2-(4-fluorophenyl)-7-methyl-4,5,6,7-tetrahydropyrazolo[1,5-a]pyridine